CC1=NC(=NC(=C1C1=CC=C(C(=N1)OC)NC(=O)C=1C(=NOC1C)C1=CC=CC=C1)C)NC N-[6-[4,6-dimethyl-2-(methylamino)pyrimidin-5-yl]-2-methoxy-3-pyridyl]-5-methyl-3-phenyl-isoxazole-4-carboxamide